ClC1=C(C=C(C=C1)F)C1NC(C2=C1C(=CC1=C(N(N=C21)C)CC(F)F)C2=C(C(=O)N)C=C(C=C2F)C(F)(F)F)=O [6-(2-chloro-5-fluorophenyl)-3-(2,2-difluoroethyl)-2-methyl-8-oxo-7,8-dihydro-6H-pyrrolo[4,3-g]indazol-5-yl]-3-fluoro-5-(trifluoromethyl)benzamide